ClC=1C(=C(C=2CCCCC2C1)C(=O)OC)OC Methyl 3-chloro-2-methoxy-5,6,7,8-tetrahydronaphthalene-1-carboxylate